OC[C@H](C1=CC=CC=C1)NC1=NC(=NC=C1C1=NC(=NO1)C(C)(C)O)NC1=CC=C2C(=N1)N(N(C2=O)C)C(C)C (S)-6-((4-((2-hydroxy-1-phenylethyl)amino)-5-(3-(2-hydroxypropan-2-yl)-1,2,4-oxadiazol-5-yl)pyrimidin-2-yl)amino)-1-isopropyl-2-methyl-1,2-dihydro-3H-pyrazolo[3,4-b]pyridin-3-one